(R)-4-methyl-N-((2-(6-(3-methyl-3-morpholinopyrrolidin-1-yl)pyridin-2-yl)-1,6-naphthyridin-7-yl)methyl)-3-(methylsulfonyl)benzamide CC1=C(C=C(C(=O)NCC2=NC=C3C=CC(=NC3=C2)C2=NC(=CC=C2)N2C[C@@](CC2)(N2CCOCC2)C)C=C1)S(=O)(=O)C